N1(CCOCC1)C1=CC(OC2=CC3=C(C=C12)C=CC=C3)=O 4-Morpholin-4-yl-benzo[g]chromen-2-one